C(CCC)OS(=O)(=O)C1=CC=CC2=CC=CC=C12 butylnaphthalensulfonat